allyl-2-hydroxy-3-chloropropylether C(C=C)C(C(COCC(C(CC=C)Cl)O)O)Cl